N'-[3-[dimethoxy(methyl)silyl]propyl]ethane-1,2-diamine CO[Si](CCCNCCN)(C)OC